3-[(1S)-1-[4-chloro-2-(1,2-oxazol-3-yl)phenoxy]ethyl]-5-(trifluoromethyl)-4H-1,2,4-triazole ClC1=CC(=C(O[C@@H](C)C2=NN=C(N2)C(F)(F)F)C=C1)C1=NOC=C1